pyridazine-3,6-dicarboxylic acid dimethyl ester COC(=O)C=1N=NC(=CC1)C(=O)OC